Cl.ClC=1C=C(C(=O)N[C@@H]2C[C@@H](CCC2)C=2OC(=NN2)C=2N(C=NC2C)C)C=CC1 |r| Cis-rac-3-chloro-N-[3-[5-(3,5-dimethylimidazol-4-yl)-1,3,4-oxadiazol-2-yl]cyclohexyl]benzamide hydrochloride